NC1=C(C=C(C(=C1)C)C)C(C(=O)N)Cl (2-amino-4,5-dimethylphenyl)-2-chloroacetamide